1,3,5-Trifluorophenyl-Titanium Dioxide [O-2].[O-2].FC1(CC(=CC(=C1)F)F)[Ti+4]